C(C)(=O)O.C(C)(=O)O.C(C)(=O)[Sn](CCCC)(CCCC)C(C)=O diacetyl-dibutyl-tin diacetate